sodium-calcium-tin [Sn].[Ca].[Na]